6-bromo-2-(3-(3,3-difluoro-1-((4-methyl-4H-1,2,4-triazol-3-yl)methyl)cyclobutyl)phenyl)-4-(trifluoromethyl)isoindolin-1-one BrC1=CC(=C2CN(C(C2=C1)=O)C1=CC(=CC=C1)C1(CC(C1)(F)F)CC1=NN=CN1C)C(F)(F)F